NC=1C2=C(N=C(N1)C)C=CC(=N2)C=2C=C(C=CC2)C#C[C@@]2(C(N([C@@H](C2)C)C)=O)O (3s,5r)-3-((3-(4-amino-2-methylpyrido[3,2-d]pyrimidin-6-yl)phenyl)ethynyl)-3-hydroxy-1,5-dimethylpyrrolidin-2-one